2,5-dibromo-3,4-dimethoxythiophene BrC=1SC(=C(C1OC)OC)Br